4-(9-Ethyl-3-ethynyl-6,6-dimethyl-11-oxo-6,11-dihydro-5H-benzo[b]carbazol-8-yl)piperazine C(C)C1=CC2=C(C(C=3NC4=CC(=CC=C4C3C2=O)C#C)(C)C)C=C1N1CCNCC1